FC1=CC=2N(C=C1)C(=CN2)C2=C1CNC(C1=C(C=C2)NC2=NC(=C(C=C2)[C@H]2COCC2)CN2CC(C2)O)=O (S)-4-(7-fluoro-imidazo[1,2-a]pyridin-3-yl)-7-((6-((3-hydroxy-azetidin-1-yl)methyl)-5-(tetrahydrofuran-3-yl)pyridin-2-yl)amino)isoindolin-1-one